(2,2-dimethylpropyl)hydrazine CC(CNN)(C)C